C(C1=CC=CC=C1)OC(=O)N1C[C@H]([C@H](C1)C=O)NC(=O)OC(C)(C)C (3S,4S)-3-((tert-Butoxycarbonyl)amino)-4-formylpyrrolidine-1-carboxylic acid benzyl ester